ClC=1C(=C(C(=CC1C)O)[C@H](N[S@@](=O)C(C)(C)C)C1CCN(CC1)C(=O)C1=CNC(C=C1)=O)F (S)-N-[(R)-(3-chloro-2-fluoro-6-hydroxy-4-methylphenyl)[1-(6-oxo-1H-pyridine-3-carbonyl)piperidin-4-yl]methyl]-2-methylpropane-2-sulfinamide